(4-(3-hydroxyoxetan-3-yl)phenyl)(4-(3-methoxy-4-(trifluoromethyl)phenyl)piperidin-1-yl)methanone OC1(COC1)C1=CC=C(C=C1)C(=O)N1CCC(CC1)C1=CC(=C(C=C1)C(F)(F)F)OC